n-(4-oxo-cyclohexyl)-acetamide CC(=O)NC1CCC(=O)CC1